C(C)C1=CC2=C(NC(S2)=S)C=C1 6-ethyl-2-benzothiazolinethione